NC1=C(C=CC=C1)P(C)(C)=O (2-aminophenyl)-dimethylphosphine oxide